CN(CC1CCNCC1)C N,N-dimethyl-1-(4-piperidyl)methanamine